bis(o-propenyl-phenoxy)benzophenone C(=CC)C1=C(OC=2C(=C(C(=O)C3=CC=CC=C3)C=CC2)OC2=C(C=CC=C2)C=CC)C=CC=C1